C(=O)(OC(C)(C)C)C(CCC[C@@H](N)C(=O)O)N 6-Boc-D-lysine